4-isothiocyanato-2-(tetrahydrofuran-3-yl)-6-(trifluoromethyl)pyridine N(=C=S)C1=CC(=NC(=C1)C(F)(F)F)C1COCC1